FC1=C(CC2=NC3=C(N2C[C@H]2OCC2)C=C(C=C3)C(=O)O)C=C(C(=C1)C1=NC(=CC=C1)OCC1=NN(C(=C1)C(F)(F)F)C)F (S)-2-(2,5-difluoro-4-(6-((1-methyl-5-(trifluoromethyl)-1H-pyrazol-3-yl)methoxy)pyridin-2-yl)benzyl)-1-(oxetan-2-ylmethyl)-1H-benzo[d]imidazole-6-carboxylic acid